2-(4-chloro-1-isopropyl-1H-pyrazol-5-yl)-4-(4-(1-methyl-2-(trifluoromethyl)-1H-imidazol-4-yl)benzyl)-6,7-dihydropyrazolo[1,5-a]pyrimidin-5(4H)-one ClC=1C=NN(C1C1=NN2C(N(C(CC2)=O)CC2=CC=C(C=C2)C=2N=C(N(C2)C)C(F)(F)F)=C1)C(C)C